N,6-dimethyl-5-(4-((3-methyl-2,4-dioxo-1,2,3,4-tetrahydroquinazolin-7-yl)methyl)piperazin-1-yl)picolinamide CNC(C1=NC(=C(C=C1)N1CCN(CC1)CC1=CC=C2C(N(C(NC2=C1)=O)C)=O)C)=O